decamethyl-Cyclopentasiloxane ethyl-6-(4-chlorophenyl)-4-hydroxy-1-(2-morpholinoethyl)-2-oxo-1,2-dihydro-1,8-naphthyridine-3-carboxylate C(C)OC(=O)C=1C(N(C2=NC=C(C=C2C1O)C1=CC=C(C=C1)Cl)CCN1CCOCC1)=O.C[Si]1(O[Si](O[Si](O[Si](O[Si](O1)(C)C)(C)C)(C)C)(C)C)C